ClC1=CC=C(C=C1)C1=C(CCC(C1)(C)C)CN1CCN(CC1)C1=CC(=C(C(=O)O)C=C1)N1N=CC2=NC3=C(C=C21)C=CN3 4-(4-((4'-chloro-5,5-dimethyl-3,4,5,6-tetrahydro-[1,1'-biphenyl]-2-yl)methyl)piperazin-1-yl)-2-(pyrazolo[4,3-b]pyrrolo[3,2-e]pyridin-1(5H)-yl)benzoic acid